1-n-butylpyridine tetrafluoroborate F[B-](F)(F)F.C(CCC)N1CC=CC=C1